FC1=C(C=CC=2SC=CC21)CNC(=O)C2CN(CCC2)C=2C=1C(N=CN2)=NN(C1)C1=CC=C(C=C1)C(F)(F)F N-((4-fluorobenzo[b]thiophen-5-yl)methyl)-1-(2-(4-(trifluoromethyl)phenyl)-2H-pyrazolo[3,4-d]pyrimidin-4-yl)piperidine-3-carboxamide